4-(6-ethyl-5-iodopyridin-2-yl)-1-methyl-1H-1,2,3-triazole-5-carbaldehyde C(C)C1=C(C=CC(=N1)C=1N=NN(C1C=O)C)I